Cl.N[C@@H](CC(=O)OC)C(=O)OC Dimethyl aspartate hydrochloride